benzyl 2-methyl-4-((methylsulfonyl)oxy)piperidine-1-carboxylate CC1N(CCC(C1)OS(=O)(=O)C)C(=O)OCC1=CC=CC=C1